[C@H]12COC[C@@H]2C1N1N=NC=2C(C1=O)=NN(C2C=O)CC2=C(C=CC=C2F)F 3-((1R,5S,6r)-3-oxabicyclo[3.1.0]hexan-6-yl)-6-(2,6-difluorobenzyl)-4-oxo-4,6-dihydro-3H-pyrazolo[4,3-d][1,2,3]triazine-7-carbaldehyde